NC=1C2=C(N=CN1)N(C(=C2C=2C=NC(=NC2)C(F)(F)F)C#N)[C@@H](CC)C=2N=NN(C2)C2=C(C=CC=C2)F 4-amino-7-{(1S)-1-[1-(2-fluorophenyl)-1H-1,2,3-triazol-4-yl]propyl}-5-[2-(trifluoromethyl)pyrimidin-5-yl]-7H-pyrrolo[2,3-d]pyrimidine-6-carbonitrile